NC1=NC=2C=C(C(=CC2C=2N1C=NC2C)C(=O)N(CC2=NC=C(C=C2)C(F)(F)F)[C@H](C)C2=NC=CC=N2)F (R)-5-amino-8-fluoro-1-methyl-N-(1-(pyrimidin-2-yl)ethyl)-N-((5-(trifluoromethyl)pyridin-2-yl)methyl)imidazo[1,5-c]quinazoline-9-carboxamide